CC(C)(C)OC(=O)N1CC=2C(=NC(=CC2C)N)C1 2-Amino-4-methyl-6,7-dihydro-5H-pyrrolo[4,3-b]pyridine-6-carboxylic acid-2-methylpropan-2-yl ester